(4-{4-amino-7-[1-(2-hydroxyethyl)piperidin-4-yl]pyrrolo[2,1-f][1,2,4]triazin-5-yl}-3-fluorophenyl)-1-(4-fluorophenyl)-2,5-dioxo-1,2,5,6,7,8-hexahydroquinoline-3-carboxamide NC1=NC=NN2C1=C(C=C2C2CCN(CC2)CCO)C2=C(C=C(C=C2)C2=C(C(N(C=1CCCC(C21)=O)C2=CC=C(C=C2)F)=O)C(=O)N)F